FC1=C(C(=O)OC)C=CC(=C1)OC1=C(C=C2CCN[C@@](C2=C1)(CC(NC=1SC=CN1)=O)C)OC methyl (R)-2-fluoro-4-((6-methoxy-1-methyl-1-(2-oxo-2-(thiazol-2-ylamino)ethyl)-1,2,3,4-tetrahydroisoquinolin-7-yl)oxy)benzoate